6-hydroxy-8-methyl-2-pyrrolo[1,2-c]pyrimidin-3-yl-3-(2-trimethylsilanyl-ethoxymethyl)-3H-quinazolin-4-one OC=1C=C2C(N(C(=NC2=C(C1)C)C1=CC=2N(C=N1)C=CC2)COCC[Si](C)(C)C)=O